C1(CC1)CN(C(OC(C)(C)C)=O)[C@H]1CN(CCC1)C=1N=NC(=CC1)CN1N=NC(=C1)C1=C2C=NN(C2=CC(=C1)OC)C1OCCCC1 tert-butyl (cyclopropylmethyl)((3R)-1-(6-((4-(6-methoxy-1-(tetrahydro-2H-pyran-2-yl)-1H-indazol-4-yl)-1H-1,2,3-triazol-1-yl)methyl)pyridazin-3-yl)piperidin-3-yl)carbamate